N-(3,3-difluorocyclobutyl)-N-methyl-3-(5''-(methylsulfonamido)dispiro[cyclopropane-1,1'-cyclohexane-4',3''-indoline]-1''-carbonyl)benzenesulfonamide FC1(CC(C1)N(S(=O)(=O)C1=CC(=CC=C1)C(=O)N1CC2(C3=CC(=CC=C13)NS(=O)(=O)C)CCC1(CC2)CC1)C)F